3,7-diethyl-3,5-dimethylnonane-4,6-dione C(C)C(CC)(C(C(C(C(CC)CC)=O)C)=O)C